(1S,2S)-N-(7-chloro-6-(1-((3R,4R)-4-hydroxy-3-methyltetrahydrofuran-3-yl)piperidin-4-yl)isoquinolin-3-yl)-2-(4-fluoropyridin-2-yl)cyclopropane-1-carboxamide ClC1=C(C=C2C=C(N=CC2=C1)NC(=O)[C@@H]1[C@H](C1)C1=NC=CC(=C1)F)C1CCN(CC1)[C@@]1(COC[C@@H]1O)C